1-(2-(3,8-diazabicyclo[3.2.1]octan-8-yl)-5,6-dihydro-[1,2,4]triazolo[1,5-a]pyrazin-7(8H)-yl)-2-(4,4-difluorocyclohexyl)ethan-1-one C12CNCC(CC1)N2C2=NN1C(CN(CC1)C(CC1CCC(CC1)(F)F)=O)=N2